2,3-dimethyl-2H-indazole-5-boronic acid pinacol ester CN1N=C2C=CC(=CC2=C1C)B1OC(C)(C)C(C)(C)O1